5-(3-(1-(cyclopropanecarbonyl)-1H-pyrazol-4-yl)-2-fluoro-6-hydroxyphenyl)-1,2,5-thiadiazolidin-3-one 1,1-dioxide C1(CC1)C(=O)N1N=CC(=C1)C=1C(=C(C(=CC1)O)N1CC(NS1(=O)=O)=O)F